1-(difluoromethylene)-5-(6-(((1R,3R)-3-hydroxycyclohexyl)amino)-4-methylpyridazin-3-yl)-2,3-dihydro-1H-inden-4-ol FC(=C1CCC=2C(=C(C=CC12)C=1N=NC(=CC1C)N[C@H]1C[C@@H](CCC1)O)O)F